2,3-difluoro-5-formyl-4-hydroxybenzoic acid FC1=C(C(=O)O)C=C(C(=C1F)O)C=O